C(CCCCCCCCCCC\C=C/CCCCCCCC)(=O)OCCCC(OC(NCCCN(CCCCN(C)C)C)=O)CCCOC(CCCCCCCCCCC\C=C/CCCCCCCC)=O [3-(dimethylamino) propyl]-4-(3-{[(13Z)-1-oxodocos-13-enyl] oxy} propyl)-11-methyl-6-oxo-7,11-diaza-5-oxadodec-1-yl (13Z)-docos-13-enoate